ethyl 2-(N-(3-(4,4-dimethyl-1,4-azasilinan-1-yl)-4-((4-methyl-6-morpholinopyridin-2-yl)carbamoyl)phenyl)sulfamoyl)acetate C[Si]1(CCN(CC1)C=1C=C(C=CC1C(NC1=NC(=CC(=C1)C)N1CCOCC1)=O)NS(=O)(=O)CC(=O)OCC)C